tert-Butyl 2-((((9H-fluoren-9-yl)methoxy) carbonyl)(methyl)amino)-4-(3-methoxy-4-(((tetrahydro-2H-pyran-2-yl)oxy) carbamoyl)phenyl)butanoate C1=CC=CC=2C3=CC=CC=C3C(C12)COC(=O)N(C(C(=O)OC(C)(C)C)CCC1=CC(=C(C=C1)C(NOC1OCCCC1)=O)OC)C